NC1(CCN(CC1)C=1C2=C(N=C(N1)N)N(N=N2)CC=2OC=CC2)C 7-(4-amino-4-methylpiperidin-1-yl)-3-(furan-2-ylmethyl)-3H-[1,2,3]triazolo[4,5-d]pyrimidin-5-amine